C(C)(C)[Si](C(C)C)(C(C)C)Cl tri-iso-propylsilylchloride